(R)-3-(3-(difluoromethoxy)phenyl)-N-(2-(1,1-dioxidothiomorpholino)ethyl)-1-isopropyl-4,5,6,7-tetrahydro-1H-indazole-6-carboxamide FC(OC=1C=C(C=CC1)C1=NN(C=2C[C@@H](CCC12)C(=O)NCCN1CCS(CC1)(=O)=O)C(C)C)F